ClC1=C(C=CC=C1Cl)N1CCN(CC1)C(C[C@@H]1CC[C@H](CC1)N)C Trans-4-(2-(4-(2,3-dichlorophenyl)piperazin-1-yl)propyl)cyclohexane-1-amine